2,6-difluoro-pyridine-3-carbaldehyde FC1=NC(=CC=C1C=O)F